tri-ethyl-aluminium C(C)[Al](CC)CC